C(C)OC(=O)N1C=C(C2=CC=CC=C12)[C@H](C(=O)O)NC(=O)OCC(Cl)(Cl)Cl (R)-2-(1-(Ethoxycarbonyl)-1H-indol-3-yl)-2-(((2,2,2-trichloroethoxy)carbonyl)amino)acetic acid